5-(PYRIDIN-4-YL)-1H-INDOLE-3-CARBALDEHYDE N1=CC=C(C=C1)C=1C=C2C(=CNC2=CC1)C=O